4-(bis(4-methoxyphenyl)(phenyl)methoxy)butan-2-ol COC1=CC=C(C=C1)C(OCCC(C)O)(C1=CC=CC=C1)C1=CC=C(C=C1)OC